3-tert-Butyl-[1,2,4]oxadiazole-5-carboxylic acid (6-{2-[1-(tetrahydro-pyran-4-yl)-1H-pyrazol-4-yl]-3H-imidazo[4,5-b]pyridin-7-yl}-1,2,3,4-tetrahydro-naphthalen-1-yl)-amide O1CCC(CC1)N1N=CC(=C1)C1=NC=2C(=NC=CC2C=2C=C3CCCC(C3=CC2)NC(=O)C2=NC(=NO2)C(C)(C)C)N1